2-methylpropanetriol CC(C(O)(O)O)C